C(#N)C1=C(SC2=C1C(=NC=C2F)C=2C1=C(C=3C=NC(=NC3C2F)N2C[C@@H](CC2)N([C@@H]2CN(CC2)C)C)COC1)NC(OC(C)(C)C)=O tert-Butyl (3-cyano-7-fluoro-4-(5-fluoro-3-((R)-3-(methyl((S)-1-methylpyrrolidin-3-yl)amino)pyrrolidin-1-yl)-7,9-dihydrofuro[3,4-f]quinazolin-6-yl)thieno[3,2-c]pyridin-2-yl)carbamate